2-([1,1'-biphenyl]-4-yl)-4-(3'-bromo-[1,1'-biphenyl]-3-yl)-6-phenyl-1,3,5-triazine C1(=CC=C(C=C1)C1=NC(=NC(=N1)C=1C=C(C=CC1)C1=CC(=CC=C1)Br)C1=CC=CC=C1)C1=CC=CC=C1